4-(4,5-dioxaborolan-2-yl)phenol B1C(COO1)C1=CC=C(C=C1)O